2-bromoisonicotinic acid methyl ester COC(C1=CC(=NC=C1)Br)=O